(R)-4-(4-((1-(3-(difluoromethyl)-2-fluorophenyl)ethyl)amino)-7-methoxy-2-methylpyrido[2,3-d]pyrimidin-6-yl)-1-methylpiperidine-4-carbonitrile FC(C=1C(=C(C=CC1)[C@@H](C)NC=1C2=C(N=C(N1)C)N=C(C(=C2)C2(CCN(CC2)C)C#N)OC)F)F